C1(CCCCC1)OC1=C(C=CC=C1)[NH-] N-(2-cyclohexyloxyphenyl)amide